C(CCOCCOCCOCCOCC)(=O)O 4,7,10,13-tetraoxapentadecanoic acid